1,7-phenanthroline-8(7H)-one N1=CC=CC2=CC=C3NC(C=CC3=C12)=O